COC1=CC=C(C=C1)CN1C(NCCC1=O)=O 3-[(4-methoxyphenyl)methyl]-1,3-diazinane-2,4-dione